thieno[2,3-b]pyridine-4-carboxylic acid S1C=CC2=C1N=CC=C2C(=O)O